C(C)OC(C(F)=C1CCN(CC1)C(=O)OC(C)(C)C)=C=O tert-butyl 4-(2-ethoxy-1-Fluoro-2-carbonylethylidene)piperidine-1-carboxylate